1-methyl-Ethylene CC=C